COC=1C=C(C=CC1)C1=NN2C(=NC=3C=CC(=CC3C2=N1)C)N[C@@H]1C(NCC1)=O (3S)-3-{[2-(3-methoxyphenyl)-9-methyl-[1,2,4]triazolo[1,5-c]quinazolin-5-yl]amino}pyrrolidin-2-one